C(C)(C)(C)N1C=2C=CC=CC2NC2=CC=CC=C12 5-tert-butyl-5,10-dihydrophenazine